FC1CC(CN(C1)C)NC=1N=NC=C(N1)C N-[5-Fluoro-1-methyl-3-piperidyl]-5-methyl-1,2,4-triazin-3-amine